2-[(3-ethynyl-8-methyl-6-quinolinyl)oxy]-2-methoxy-N-propylacetamide C(#C)C=1C=NC2=C(C=C(C=C2C1)OC(C(=O)NCCC)OC)C